BrC1=CC=C(C=C1)S(=O)(=O)N1C=C(C2=C(C=CC=C12)I)C=O 1-((4-bromophenyl)sulfonyl)-4-iodo-1H-indole-3-carbaldehyde